(R)-1-(2-ethynylthiazol-4-yl)-3-(2-hydroxy-1-(4-(1-hydroxyisoquinolin-8-yl)-phenyl)-ethyl)urea C(#C)C=1SC=C(N1)NC(=O)N[C@@H](CO)C1=CC=C(C=C1)C=1C=CC=C2C=CN=C(C12)O